ClC1=C(C(=NC=C1C=O)Cl)OC 4,6-Dichloro-5-methoxynicotinaldehyde